CC1=C(N=CN1)[N+](=O)[O-] 5-methyl-4-nitroimidazole